N[C@H](COC)C1=CC2=C(N(C(=N2)[C@H]([C@@H](C)OC2CC2)N[S@](=O)C(C)(C)C)COCC[Si](C)(C)C)C=C1 (R)-N-((1R,2R)-1-(5-((S)-1-amino-2-methoxyethyl)-1-((2-(trimethylsilyl)ethoxy)methyl)-1H-benzo[d]imidazol-2-yl)-2-cyclopropoxypropyl)-2-methylpropane-2-sulfinamide